Isoquinoline-6-one hydrochloride Cl.C1=NC=CC=2CC(C=CC12)=O